isobutyronitrile tin [Sn].C(C(C)C)#N